ClC=1C(=NC=C(C1)C=1C=NN(C1)C)NC([C@H](C1=CC=CC=C1)NCCC1=CC=C(C=C1)C#N)=O |r| (S)- and (R)-N-(3-chloro-5-(1-methyl-1H-pyrazol-4-yl)-pyridin-2-yl)-2-((4-cyanophenethyl)amino)-2-phenylacetamide